1,3-dithian-2-yl-(trimethyl)silane S1C(SCCC1)[Si](C)(C)C